[6-(azepan-1-yl)-5-methoxycarbonylpyridin-2-yl]ammonium nitrogen [N+3].N1(CCCCCC1)C1=C(C=CC(=N1)[NH3+])C(=O)OC